FC(C=1C=C(C2=C(C(N=CS2)=O)C1)[N+](=O)[O-])(F)F 6-trifluoromethyl-8-nitro-4H-benzo[e][1,3]thiazin-4-one